FC(C(=C)Br)(F)F 3,3,3-trifluoro-2-bromopropene